C(#N)C=1C(=NC(=CC1C1=CC=CC=C1)C1=CC=CC=C1)OCC(=O)OCC ethyl 2-((3-cyano-4,6-diphenylpyridin-2-yl)oxy)acetate